COC=1C(=C2C(=CNC2=CC1)C(C(=O)N(C)C)=O)C 2-(5-methoxy-4-methyl-1H-indol-3-yl)-N,N-dimethyl-2-oxoacetamide